5-fluoro-4-[5-[2-(1-methylpyrrolidin-3-yl)ethynyl]-3,4-dihydro-2H-quinolin-1-yl]-1-(trideuteriomethyl)quinazolin-2-one FC1=C2C(=NC(N(C2=CC=C1)C([2H])([2H])[2H])=O)N1CCCC2=C(C=CC=C12)C#CC1CN(CC1)C